O-(mesitylsulfonyl)hydroxylamine trifluoroacetate FC(C(=O)O)(F)F.C1(=C(C(=CC(=C1)C)C)S(=O)(=O)ON)C